2-(2-(2-(5-(1-aminoisoquinolin-5-yl)-1-(tetrahydrofuran-3-yl)-1H-indol-3-yl)ethyl)phenyl)acetic acid NC1=NC=CC2=C(C=CC=C12)C=1C=C2C(=CN(C2=CC1)C1COCC1)CCC1=C(C=CC=C1)CC(=O)O